ethyl (E)-3-(5-((3,5-bis(trifluoromethyl)benzyl)oxy)-5,6,7,8-tetrahydronaphthalen-2-yl)acrylate FC(C=1C=C(COC2C=3C=CC(=CC3CCC2)/C=C/C(=O)OCC)C=C(C1)C(F)(F)F)(F)F